NC1=C(N=CC(=N1)N1CCC2(CC1)[C@@H](C1=CC(=CC=C1C2)N2CCN(CC2)C)N)SC2=C(C(=NC=C2)N)Cl (S)-1'-(6-amino-5-((2-amino-3-chloropyridin-4-yl)thio)pyrazin-2-yl)-6-(4-methylpiperazin-1-yl)-1,3-dihydrospiro[indene-2,4'-piperidin]-1-amine